C1N(CC12CCOCC2)C2=CC=CC(=N2)CO (6-(7-oxa-2-azaspiro[3.5]nonan-2-yl)pyridin-2-yl)methanol